C1(CC1)C1=NC(=CC(=C1)C1=NC(=C(C(=C1)N(C)CC1(CCCCC1)COC)N)N)C(F)(F)F 2'-cyclopropyl-N4-[[1-(methoxymethyl)cyclohexyl]methyl]-N4-methyl-6'-(trifluoromethyl)[2,4'-bipyridine]-4,5,6-triamine